(S)-N-(5-(2-(2-ethylmorpholino)acetamido)-2-methylpyridin-3-yl)-2-(2-methoxypyridin-3-yl)pyrazolo[5,1-b]thiazole-7-carboxamide C(C)[C@@H]1OCCN(C1)CC(=O)NC=1C=C(C(=NC1)C)NC(=O)C=1C=NN2C1SC(=C2)C=2C(=NC=CC2)OC